C1(CC1)C=1OC(=CN1)C(=O)N1CCC(CC1)(O)CN1C=NC=2C(C1=O)=NN(C2C2=CC=CC=C2)C 6-((1-(2-Cyclopropyloxazole-5-carbonyl)-4-hydroxypiperidin-4-yl)methyl)-2-methyl-3-phenyl-2H-pyrazolo[4,3-d]pyrimidin-7(6H)-one